O=C1N(CC2=C(C=CC=C12)NC1=NC(=NC=C1)NC1=CC(=CC=C1)C(=O)N1CCC(CC1)N1N=CC(=C1)C1=NC2=CC=CC=C2N=C1)C1C(NC(CC1)=O)=O 3-(1-oxo-4-((2-((3-(4-(4-(quinoxalin-2-yl)-1H-pyrazol-1-yl)piperidine-1-carbonyl)phenyl)amino)pyrimidin-4-yl)amino)isoindolin-2-yl)piperidine-2,6-dione